4H-imidazo[4,5-b]Indole-7-carbonitrile N1=CN=C2NC3=CC=C(CC3=C21)C#N